CC1=CC(=C(C=C1)NC2=C3C(=C(C=C2)NC4=C(C=C(C=C4)C)S(=O)(=O)[O-])C(=O)C5=CC=CC=C5C3=O)S(=O)(=O)[O-].[Na+].[Na+] disodium 2,2'-(9,10-dioxoanthracene-1,4-diyldiimino)bis(5-methylsulphonate)